1-acetylpiperidin-4-yl (S)-2-methylene-4-oxo-4-((1-(5-(trifluoromethyl)pyridin-2-yl)ethyl)amino)butanoate C=C(C(=O)OC1CCN(CC1)C(C)=O)CC(N[C@@H](C)C1=NC=C(C=C1)C(F)(F)F)=O